2-fluoro-N-[2-[[2-methyl-3-oxo-1-(2-pyridyl)pyrazolo[3,4-d]pyrimidin-6-yl]amino]ethyl]-5-[(4-oxo-3H-phthalazin-1-yl)methyl]benzamide FC1=C(C(=O)NCCNC2=NC=C3C(=N2)N(N(C3=O)C)C3=NC=CC=C3)C=C(C=C1)CC1=NNC(C3=CC=CC=C13)=O